COC(CNC(=O)C1=NC=C(C=C1O)C1=CCN(CC1)S(=O)(=O)CC1=CC=C(C=C1)F)=O (5-(1-((4-fluorobenzyl)sulfonyl)-1,2,5,6-tetrahydropyridin-4-yl)-3-hydroxy-pyridine-2-carbonyl)glycine methyl ester